O1CCN(CC1)CCN1C(C(=CC2=CC=CN=C12)C(=O)O)=O 1-(2-morpholinoethyl)-2-oxo-1,8-naphthyridine-3-carboxylic acid